C(C)N(C1CCC(CC1)S(=O)(=O)N1CCC(CC1)NC1=NC=C(C(=N1)C=1C=NN(C1)CC(C)(O)C)C(F)(F)F)CC 1-(4-(2-((1-((4-(Diethylamino)cyclohexyl)sulfonyl)piperidin-4-yl)amino)-5-(trifluoromethyl)pyrimidin-4-yl)-1H-pyrazol-1-yl)-2-methylpropan-2-ol